4-pentylnonyl 8-[2-(tert-butoxycarbonylamino)ethyl-(6-oxo-6-undecoxy-hexyl)amino]octanoate C(C)(C)(C)OC(=O)NCCN(CCCCCCCC(=O)OCCCC(CCCCC)CCCCC)CCCCCC(OCCCCCCCCCCC)=O